C1(CC1)C(C=1C(=C(C(=C2C=NNC12)C=1N=CC=2N(C1)C=C(N2)NC(=O)[C@H]2[C@H](C2)F)C)F)O (1S,2S)-N-(6-(7-(cyclopropyl(hydroxy)methyl)-6-fluoro-5-methyl-1H-indazol-4-yl)imidazo[1,2-a]pyrazin-2-yl)-2-fluorocyclopropane-1-carboxamide